tert-butyl 6-(2-(tert-butoxy)-1-cyano-2-oxoethyl)-2'-(difluoromethyl)-5'-methoxy-[4,4'-bipyridine]-3-carboxylate C(C)(C)(C)OC(C(C#N)C1=CC(=C(C=N1)C(=O)OC(C)(C)C)C1=CC(=NC=C1OC)C(F)F)=O